COC(C(=NOC)C1=C(C=CC=C1)CBr)=O methyl-2-(2-bromomethylphenyl)-2-methoxyiminoacetate